C12NCC(CC1N1C(N(CC1)C)=O)CC2 (2-azabicyclo[2.2.2]oct-6-yl)-3-methylimidazolin-2-one